N'-(2-chloro-4-(cyano(3-fluorophenyl)methyl)-5-methylphenyl)-N-ethyl-N-methylformimidamide ClC1=C(C=C(C(=C1)C(C1=CC(=CC=C1)F)C#N)C)N=CN(C)CC